cis-ammonium succinate C(CCC(=O)[O-])(=O)[O-].[NH4+].[NH4+]